methyl 3-((tert-butoxycarbonyl)amino)-5-(4-(2,2-difluoroethyl)piperazin-2-yl)pyridine-2-carboxylate C(C)(C)(C)OC(=O)NC=1C(=NC=C(C1)C1NCCN(C1)CC(F)F)C(=O)OC